butyltrimethylsilyl (hexyl) fluorophosphate P(=O)(O[Si](CCCCC)(C)C)(OCCCCCC)F